C1(CC1)C1=NC=NC(=C1B(O)O)OC (4-cyclopropyl-6-methoxy-pyrimidin-5-yl)boronic acid